2-((1H-indazol-3-yl)methyl)-6-((4-methoxyphenyl)sulfonyl)phthalazin-1(2H)-one N1N=C(C2=CC=CC=C12)CN1C(C2=CC=C(C=C2C=N1)S(=O)(=O)C1=CC=C(C=C1)OC)=O